N1N=CC2=CC(=CC=C12)C1=CC=C(C=C1)CC(=O)O 2-(4-(1H-indazol-5-yl)phenyl)acetic acid